7-(4-(3-ethynylphenylamino)-7-methoxyquinazolin-6-yloxy)-N-hydroxyheptanamide C(#C)C=1C=C(C=CC1)NC1=NC=NC2=CC(=C(C=C12)OCCCCCCC(=O)NO)OC